(perfluorophenyl)sulfonyl-azetidine-2-carboxamide FC1=C(C(=C(C(=C1F)F)F)F)S(=O)(=O)N1C(CC1)C(=O)N